1-(1-(6-(1-cyclobutyl-1H-pyrazol-4-yl)-3,4-dihydroquinolin-1(2H)-yl)-3-cyclopropyl-5,6-dihydroimidazo[1,5-a]pyrazin-7(8H)-yl)ethan-1-one C1(CCC1)N1N=CC(=C1)C=1C=C2CCCN(C2=CC1)C=1N=C(N2C1CN(CC2)C(C)=O)C2CC2